CC1=CC(=C(C=C1)C(C)N=C=O)C(=C)C isopropenyl-α,α'-dimethylbenzyl isocyanate